The molecule is an amino hexasaccharide made up of three units of alpha-D-Glcp-(1->4)-alpha-D-NeupAc, joined together by glycosidic linkages between position 2 of the N-acetylneuraminyl residues and position 6 of the glucosyl residues. CC(=O)N[C@@H]1[C@H](C[C@@](O[C@H]1[C@@H]([C@@H](CO)O)O)(C(=O)O)O)O[C@@H]2[C@@H]([C@H]([C@@H]([C@H](O2)CO[C@@]3(C[C@@H]([C@H]([C@@H](O3)[C@@H]([C@@H](CO)O)O)NC(=O)C)O[C@@H]4[C@@H]([C@H]([C@@H]([C@H](O4)CO[C@@]5(C[C@@H]([C@H]([C@@H](O5)[C@@H]([C@@H](CO)O)O)NC(=O)C)O[C@@H]6[C@@H]([C@H]([C@@H]([C@H](O6)CO)O)O)O)C(=O)O)O)O)O)C(=O)O)O)O)O